C(C1=CC=CC=C1)(=O)NC=1C(NC(NC1)=O)=O Benzamidopyrimidinedione